bis(3,5-dichlorophenyl)thiourea ClC=1C=C(C=C(C1)Cl)NC(NC1=CC(=CC(=C1)Cl)Cl)=S